(3-chloro-4-((3'-(5-(hydroxymethyl)-1,3,4-oxadiazol-2-yl)-2,2'-dimethyl-[1,1'-biphenyl]-3-yl)methoxy)benzyl)-D-serine ClC=1C=C(CN[C@H](CO)C(=O)O)C=CC1OCC=1C(=C(C=CC1)C1=C(C(=CC=C1)C=1OC(=NN1)CO)C)C